FC1(CC(N(C1)C(=O)OCCCC)C1=CC(=CC=C1)F)F butyl 4,4-difluoro-2-(3-fluorophenyl)pyrrolidine-1-carboxylate